BrC1=C(C=C(O[C@@H](CCC2CCN(CC2)CC(=O)NC2=CC=C3C(=NN(C3=C2)C)C2C(NC(CC2)=O)=O)C)C=C1)C 2-(4-((R)-3-(4-bromo-3-methylphenoxy)butyl)piperidin-1-yl)-N-(3-(2,6-dioxopiperidin-3-yl)-1-methyl-1H-indazol-6-yl)acetamide